methyl (chlorophenyl) carbonate C(OC)(OC1=C(C=CC=C1)Cl)=O